FC=1C=C2C(=CC=NC2=CC1)N1CC2CN(CCC2C1)C(C(=O)O)C 2-(2-(6-fluoroquinolin-4-yl)octahydro-5H-pyrrolo[3,4-c]pyridin-5-yl)propionic acid